S(=O)(=O)([O-])[O-].[Fe+2].[Co+2].S(=O)(=O)([O-])[O-] cobalt-iron sulfate